(6-(2-(methoxymethoxy)-6-methyl-4-(trifluoromethyl)phenyl)pyridazin-3-yl)(pyridin-3-yl)methanol COCOC1=C(C(=CC(=C1)C(F)(F)F)C)C1=CC=C(N=N1)C(O)C=1C=NC=CC1